OCC=1C=C(C(=NC1CO)OC)C1CCN(CC1)C(=O)OC(C)(C)C tert-butyl 4-(5,6-bis(hydroxymethyl)-2-methoxypyridin-3-yl)piperidine-1-carboxylate